(2R)-1-((3-(dimethylsulfamoyl)phenyl)carbonyl)-N-(4-(trifluoromethyl)benzyl)-2-piperidinecarboxamide CN(S(=O)(=O)C=1C=C(C=CC1)C(=O)N1[C@H](CCCC1)C(=O)NCC1=CC=C(C=C1)C(F)(F)F)C